C(C)(C)(C)NC1=CC=C(C=C1)N1CCC(CC1)C(F)(F)F N-(tert-butyl)-4-(4-(trifluoromethyl)piperidin-1-yl)aniline